tert-butyl 5-[6-[[4-methyl-6-(methylamino)pyrimidin-2-yl]amino]-1,3-benzodioxol-4-yl]-2,3,4,7-tetrahydroazepine-1-carboxylate CC1=NC(=NC(=C1)NC)NC=1C=C(C2=C(OCO2)C1)C=1CCCN(CC1)C(=O)OC(C)(C)C